1-N-[4-(6,7-Dimethoxyquinolin-4-yl)oxyphenyl]-1-N'-(4-fluorophenyl)-1-N'-methylcyclopropane-1,1-dicarboxamide hydrochloride Cl.COC=1C=C2C(=CC=NC2=CC1OC)OC1=CC=C(C=C1)NC(=O)C1(CC1)C(=O)N(C)C1=CC=C(C=C1)F